FC=1C(=CC=NC1)I 5-fluoro-4-iodopyridine